bis[bis(4-methoxy-3,5-dimethylphenyl)phosphino]-2,2'-bis[(R,R)-C-(N,N-dimethylamino)phenylmethyl]ferrocene COC1=C(C=C(C=C1C)P(C1=CC(=C(C(=C1)C)OC)C)[C-]1C(=CC=C1)[C@H](N(C)C)C1=CC=CC=C1)C.CN(C)[C@@H](C=1[C-](C=CC1)P(C1=CC(=C(C(=C1)C)OC)C)C1=CC(=C(C(=C1)C)OC)C)C1=CC=CC=C1.[Fe+2]